1-(2-methoxy-5-(trifluoromethyl)pyridin-3-yl)piperazine COC1=NC=C(C=C1N1CCNCC1)C(F)(F)F